2-(2-furyl)-1-(2-(4-bromophenyl)ethyl)-1H-benzimidazole O1C(=CC=C1)C1=NC2=C(N1CCC1=CC=C(C=C1)Br)C=CC=C2